9-(2,5-dideoxy-2,4-difluoro-5-iodo-2-C-methyl-β-D-ribofuranosyl)-6-ethoxy-2-(monomethoxytritylamino)purine F[C@]1([C@@H](O[C@@]([C@H]1O)(CI)F)N1C2=NC(=NC(=C2N=C1)OCC)N(C(C1=CC=CC=C1)(C1=CC=CC=C1)C1=CC=CC=C1)OC)C